1-(2-Cyclohexyl-5-methylphenoxy)-N-((6-(3-methoxyazetidin-1-yl)pyridin-2-yl)sulfonyl)cyclopropanecarboxamide C1(CCCCC1)C1=C(OC2(CC2)C(=O)NS(=O)(=O)C2=NC(=CC=C2)N2CC(C2)OC)C=C(C=C1)C